2,2-difluoro-2-(2-fluoro-3-vinyl-phenyl)ethanol FC(CO)(C1=C(C(=CC=C1)C=C)F)F